OC1CCC(CC1)C=1C=C(C=CC1)C=1N=C(SC1)NC(CNC(=O)C1=CN(C=C1)S(=O)(=O)C)=O N-[2-[[4-[3-(4-hydroxycyclohexyl)phenyl]thiazol-2-yl]amino]-2-oxo-ethyl]-1-methylsulfonyl-pyrrole-3-carboxamide